sodium (+-)-(9,10-dimethoxy-2-oxo-1,6,7,11b-tetrahydro-2H-pyrido[2,1-a]isoquinolin-3(4H)-ylidene)methoxide COC=1C=C2CCN3[C@@H](C2=CC1OC)CC(C(C3)=C[O-])=O.[Na+] |r|